1-oxyl-2,2,6,6-tetramethylpiperidin-4-yl laurate C(CCCCCCCCCCC)(=O)OC1CC(N(C(C1)(C)C)O)(C)C